C(#N)C1=CN=C(S1)C=1C(=NC=CN1)[C@@H](C)NC(C1=CC(=CC(=C1)C(F)(F)F)C(F)(F)F)=O |r| (rac)-N-{1-[3-(5-cyano-1,3-thiazol-2-yl)pyrazin-2-yl]ethyl}-3,5-bis(trifluoromethyl)benzamide